C(CN([C@@H](C)C(=O)O)CC(=O)O)(=O)O alanine-N,N-diacetic acid